2-(((S)-1-(((S)-1,1-bis(4-chlorophenyl)-1-hydroxypropan-2-yl)amino)-1-oxopropan-2-yl)carbamoyl)-4-methoxypyridin-3-yl isobutyl carbonate C(OC=1C(=NC=CC1OC)C(N[C@H](C(=O)N[C@H](C(O)(C1=CC=C(C=C1)Cl)C1=CC=C(C=C1)Cl)C)C)=O)(OCC(C)C)=O